(cyanomethyl)-2-methoxy-4-(5-methyl-2-((1-methyl-1H-pyrazol-4-yl)amino)pyrimidin-4-yl)benzamide C(#N)CC=1C(=C(C(=O)N)C=CC1C1=NC(=NC=C1C)NC=1C=NN(C1)C)OC